ClC1=C(C=CC=C1)C=1C=C(C=NC1)C(=O)NC1=C(C=CC(=C1)C(N[C@@H]1[C@H](CCCC1)O)=O)C 5-{2-chlorophenyl}-N-{5-{[(1S,2S)-2-hydroxycyclohexyl]carbamoyl}-2-methylphenyl}pyridine-3-carboxamide